NC1=NNC(=C1)C1=CC=C(C=C1)C(=O)N1CC(C1)(F)F [4-(3-amino-1H-pyrazol-5-yl)phenyl](3,3-difluoroazetidin-1-yl)methanone